FC1=CC=C(C(=N1)C)C[C@H]1C(N([C@H]2C[C@@H]12)C1=NC(=NN1)C1=CC=NC=C1)=O (1S,4R,5S)-4-((6-fluoro-2-methylpyridin-3-yl)methyl)-2-(3-(pyridin-4-yl)-1H-1,2,4-triazol-5-yl)-2-azabicyclo[3.1.0]hexan-3-one